[Si](C1=CC=CC=C1)(C1=CC=CC=C1)(C(C)(C)C)O[C@H]1[C@H](COC1)N1CCN(CC1)C=1C(=CC2=C(N=C(N=C2)SC)N1)Cl |o1:18,19| (3S,4S) or (3R,4R)-7-(4-(4-((Tert-butyldiphenylsilyl)oxy)tetrahydrofuran-3-yl)piperazin-1-yl)-6-chloro-2-(methylthio)pyrido[2,3-d]pyrimidine